8-[(2S,6R)-2-[[4-[2-[(3R,4R)-3-amino-4-methoxy-pyrrolidin-1-yl]pyrimidin-4-yl]piperazin-1-yl]methyl]-6-methyl-morpholin-4-yl]quinoxaline-5-carbonitrile N[C@@H]1CN(C[C@H]1OC)C1=NC=CC(=N1)N1CCN(CC1)C[C@H]1CN(C[C@H](O1)C)C1=CC=C(C=2N=CC=NC12)C#N